(R)-1-((2-(2'-chloro-3'-(3-(((R)-3-hydroxypyrrolidin-1-yl)methyl)-1,7-naphthyridin-8-ylamino)-2-methylbiphenyl-3-yl)-7-cyanobenzo[d]oxazol-5-yl)methyl)pyrrolidine-3-carboxylic acid ClC1=C(C=CC=C1NC=1N=CC=C2C=C(C=NC12)CN1C[C@@H](CC1)O)C1=C(C(=CC=C1)C=1OC2=C(N1)C=C(C=C2C#N)CN2C[C@@H](CC2)C(=O)O)C